ClCC=1NC(C(=CN1)C(=O)O)=O 2-(chloromethyl)-6-oxo-1,6-dihydropyrimidine-5-carboxylic acid